[6-(3-tert-butyl-1,2,4-triazol-1-yl)-5-methylpyridin-3-yl]-[4-(5-methyl-[1,3]oxazolo[4,5-b]pyridin-2-yl)piperazin-1-yl]methanone C(C)(C)(C)C1=NN(C=N1)C1=C(C=C(C=N1)C(=O)N1CCN(CC1)C=1OC=2C(=NC(=CC2)C)N1)C